(2-[(OCTYLOXY)METHYL]PHENYL)BORANEDIOL C(CCCCCCC)OCC1=C(C=CC=C1)B(O)O